The molecule is a 1-alkyl-2-acyl-3-(3-O-sulfo-beta-D-galactosyl)-sn-glycerol (seminolipid) in which the alkyl and acyl substituents at O-1 and O-2 respectively are pentyl and icosanoyl. CCCCCCCCCCCCCCCCCCCC(=O)O[C@H](COCCCCC)CO[C@H]1[C@@H]([C@H]([C@H]([C@H](O1)CO)O)OS(=O)(=O)O)O